(S)-4-amino-7-cyano-N-methyl-N-(6-(trifluoro-methyl)-2,3-dihydrobenzofuran-3-yl)imidazo-[1,5-a]quinoxaline-8-carboxamide NC=1C=2N(C3=CC(=C(C=C3N1)C#N)C(=O)N([C@@H]1COC3=C1C=CC(=C3)C(F)(F)F)C)C=NC2